(2R,3S,4S)-4-hydroxy-2-[(4-methoxyphenyl)methyl]pyrrolidin-3-yl N-{2-[(3S)-piperidin-3-yl]ethyl}carbamate N1C[C@@H](CCC1)CCNC(O[C@H]1[C@H](NC[C@@H]1O)CC1=CC=C(C=C1)OC)=O